CC(C(=O)C=1C=NN(C1)C)(C)C 2,2-Dimethyl-1-(1-methyl-1H-pyrazol-4-yl)propan-1-one